ClC1=NC=C(C=N1)NC1=NC=CC2=CC(=CC=C12)O[C@@H]1C[C@@H](CCC1)NC(C(F)(F)F)=O N-((1R,3S)-3-((1-((2-chloropyrimidin-5-yl)amino)isoquinolin-6-yl)oxy)cyclohexyl)-2,2,2-trifluoroacetamide